4-(6-(4-aminothiophene-2-yl)pyrazin-2-yl)piperazine-1-carboxylic acid tert-butyl ester C(C)(C)(C)OC(=O)N1CCN(CC1)C1=NC(=CN=C1)C=1SC=C(C1)N